2-methyl-3-isopropyl-1,3-butadiene CC(=C)C(=C)C(C)C